(2s)-2-(2,6-dichloro-4-((methoxy(3-methoxyphenyl)phosphoryl)ethynyl)benzylamino)-3-(3-(methylsulfonyl)phenyl)propionic acid ClC1=C(CN[C@H](C(=O)O)CC2=CC(=CC=C2)S(=O)(=O)C)C(=CC(=C1)C#CP(=O)(C1=CC(=CC=C1)OC)OC)Cl